[Na].C(CCCCCCCCCCCCCCCCC)(=O)N[C@@H](CCC(=O)O)C(=O)O stearoyl-glutamic acid sodium